ClC1=NC(=NC=C1F)C1=NN(C(=C1)C1=NOCC1)CC1=C(C(=CC=C1)F)F 3-(3-(4-chloro-5-fluoropyrimidin-2-yl)-1-(2,3-difluorobenzyl)-1H-pyrazol-5-yl)isoxazolin